4,4-dimethyl-3,4-dihydro-2H-pyrido[2,3-b][1,4,5]oxathiazepine 1,1-dioxide CC1(CNS(C2=C(O1)N=CC=C2)(=O)=O)C